C(C=C)[Si](C)(C)OC1=CC=CC=C1 allyl(phenoxy)(dimethyl)silane